2-Cyano-N-(1-(2-(cyclopropancarboxamido)pyridin-4-yl)-1H-indol-4-yl)isonicotinamid C(#N)C=1C=C(C(=O)NC2=C3C=CN(C3=CC=C2)C2=CC(=NC=C2)NC(=O)C2CC2)C=CN1